5-(((1,1'-biphenyl-4-yl)methyl)amino)-4-trifluoromethyl-2-((2-(trimethylsilyl)ethoxy)methyl)pyridazin-3(2H)-one C1(=CC=C(C=C1)CNC1=C(C(N(N=C1)COCC[Si](C)(C)C)=O)C(F)(F)F)C1=CC=CC=C1